ClC1=CC=C(C(=N1)F)OC1COC1 6-chloro-2-fluoro-3-(oxetan-3-yl-oxy)pyridine